[1-[(4-methoxyphenyl) methyl]-2,6-dioxo-3-piperidinyl] triflate O(S(=O)(=O)C(F)(F)F)C1C(N(C(CC1)=O)CC1=CC=C(C=C1)OC)=O